O[C@H](COC=1C=C(C=CC1)S(=O)(=O)NC)CNC1COC2(C1)CCN(CC2)S(=O)(=O)C2=CC(=CC=C2)C=2C=NC=C(C2)C 3-((2S)-2-hydroxy-3-(8-(3-(5-methylpyridin-3-yl)phenylsulfonyl)-1-oxa-8-azaspiro[4.5]decan-3-ylamino)propoxy)-N-methylbenzenesulfonamide